4-(thiophene-2-yl)aniline Lithium bis[2,2-bis(trifluoromethyl)malonate] borate B([O-])(O)O.FC(C(C(=O)O)(C(=O)O)C(F)(F)F)(F)F.FC(C(C(=O)O)(C(=O)O)C(F)(F)F)(F)F.[Li+].S1C(=CC=C1)C1=CC=C(N)C=C1